C(CCCCCC(=O)OC(CCCCCCCCC)C)(=O)OCC(COC(CCCCCC(=O)OC(CCCCCCCCC)C)=O)(CO)CO O1-[2,2-bis(hydroxymethyl)-3-[7-(1-methyldecoxy)-7-oxo-heptanoyl]oxy-propyl] O7-(1-methyldecyl) heptanedioate